butyl 2,7-diazaspiro[3.5]nonane-2-carboxylate hydrochloride Cl.C1N(CC12CCNCC2)C(=O)OCCCC